2-(6-(4-(1-(4-chloro-3-fluorophenyl)-6-hydroxy-3,3-dimethyl-2,3-dihydro-1H-pyrrolo[3,2-b]pyridine-5-carbonyl)-3,3-dimethylpiperazin-1-yl)pyridin-3-yl)acetic acid ClC1=C(C=C(C=C1)N1CC(C2=NC(=C(C=C21)O)C(=O)N2C(CN(CC2)C2=CC=C(C=N2)CC(=O)O)(C)C)(C)C)F